C(C1=CC=CC=C1)OC1=C(N(N=C1C)CC)C=1N(C(=NN1)C1=CC(=C2N1C=NC(=C2)C)C(=O)NCC2=C(C=C(C=C2)OC)OC)CC2=CC=C(C=C2)OC 7-[5-(4-benzyloxy-2-ethyl-5-methyl-pyrazol-3-yl)-4-[(4-methoxyphenyl)methyl]-1,2,4-triazol-3-yl]-N-[(2,4-dimethoxyphenyl)methyl]-3-methyl-pyrrolo[1,2-c]pyrimidine-5-carboxamide